(4R,5S)-5-((R)-5H-Imidazo[5,1-a]isoindol-5-yl)-4,5,6,7-tetrahydropyrazolo[1,5-a]pyridin-4-ol C=1N=CN2C1C1=CC=CC=C1[C@H]2[C@H]2[C@H](C=1N(CC2)N=CC1)O